N1=CN=CC2=CC=CC(=C12)O Quinazolin-8-ol